(4aR,10aR)-1-propyl-1,2,3,4,4a,5,10,10a-octahydrobenzo[g]quinoline-6,7-diyl bis(dihydrogen phosphate) P(=O)(O)(O)OC1=C(C=CC2=C1C[C@H]1CCCN([C@@H]1C2)CCC)OP(=O)(O)O